tert-butyl 4-((7-((3-((2,6-dimethylphenyl) amino)-1-methyl-1H-pyrazolo[3,4-d]pyrimidin-6-yl) amino)-3,4-dihydroisoquinolin-2(1H)-yl) methyl)-4-hydroxypiperidine-1-carboxylate CC1=C(C(=CC=C1)C)NC1=NN(C2=NC(=NC=C21)NC2=CC=C1CCN(CC1=C2)CC2(CCN(CC2)C(=O)OC(C)(C)C)O)C